1-Amino-3-chloroisoquinoline-4-carboxylic acid NC1=NC(=C(C2=CC=CC=C12)C(=O)O)Cl